NC=1C=C(C=CC1O)C1=CC(=C(C=C1)O)N 3,3'-diamino-[1,1'-biphenyl]-4,4'-diol